N-(tert-butyl)-6-(5-(5-(trifluoromethyl)-1,2,4-oxadiazol-3-yl)pyridin-2-yl)-2,6-diazaspiro[3.3]heptane-2-carboxamide C(C)(C)(C)NC(=O)N1CC2(C1)CN(C2)C2=NC=C(C=C2)C2=NOC(=N2)C(F)(F)F